ClC=1C=C(C=C2C3(C(N(C12)C)=O)CC3)C3N(CC(CC3)C)C(C(=O)O)=O 2-(2-(7'-Chloro-1'-methyl-2'-oxospiro[cyclopropane-1,3'-indoline]-5'-yl)-5-methylpiperidin-1-yl)-2-oxoacetic acid